BrC=1C(=C2C(=NC1)NC(=N2)C2=C(N(C(=C2)C)C2=CC(=C(C=C2)Cl)Cl)C)N[C@@H]2CN(CC2)S(=O)(=O)CC (S)-6-Bromo-2-(1-(3,4-Dichlorophenyl)-2,5-dimethyl-1H-pyrrol-3-yl)-N-(1-(ethylsulfonyl)pyrrolidin-3-yl)-3H-imidazo[4,5-b]pyridin-7-amin